9-(5-octyloxy-2-tetrahydropyran-2-yloxy-phenyl)carbazole C(CCCCCCC)OC=1C=CC(=C(C1)N1C2=CC=CC=C2C=2C=CC=CC12)OC1OCCCC1